C(C)(C)(C)OC(=O)N1C[C@H](C[C@@H](C1)F)NC=1C2=C(N=CN1)C(=CC(=N2)C=2C=NN(C2C)CC)C(N)=O (3S,5S)-3-{[8-carbamoyl-6-(1-ethyl-5-methyl-1H-pyrazol-4-yl)pyrido[3,2-d]pyrimidin-4-yl]amino}-5-fluoropiperidine-1-carboxylic acid tert-butyl ester